C(C)OC(C(C1=C2N(C=N1)C[C@@H](C2)F)N2N=C1C(=C(C=C(C1=C2)C)C2=CC=C(C=C2)N2CCN(CC2)C(=O)OC(C)(C)C)C)=O tert-Butyl 4-(4-(2-(2-ethoxy-1-((R)-6-fluoro-6,7-dihydro-5H-pyrrolo[1,2-c]imidazol-1-yl)-2-oxoethyl)-4,7-dimethyl-2H-indazol-6-yl)phenyl)piperazine-1-carboxylate